BrC=1C=NC2=C(C=C(C=C2C1)OC(C(=O)NC(C)(C)C1=NC=CC=C1)CC)Cl 2-((3-bromo-8-chloroquinolin-6-yl)oxy)-N-(2-(pyridin-2-yl)propan-2-yl)butanamide